NC1=NC=NN2C1=C(C=C2C2CCN(CC2)C(C(C)(C)F)=O)C2=CC=C(C=C2)C2C=1N(CCC2)N(C(C1C(=O)N)=O)C1=NC=CC=C1 (4-(4-amino-7-(1-(2-fluoro-2-methylpropanoyl)piperidin-4-yl)pyrrolo[2,1-f][1,2,4]triazin-5-yl)phenyl)-2-oxo-1-(pyridin-2-yl)-1,2,4,5,6,7-hexahydropyrazolo[1,5-a]pyridine-3-carboxamide